8-(4-(2-methoxyethoxy)phenyl)-6-fluoro-3,4-dihydrobenzo[e][1,2,3]oxathiazine 2,2-dioxide COCCOC1=CC=C(C=C1)C1=CC(=CC=2CNS(OC21)(=O)=O)F